NC1CCC(CC1)OC1=C(C(=CC=C1)OCC1CC1)C1=CC(=NN1)NC=1N=CC(=NC1)C#N 5-((5-(2-(((1r,4r)-4-aminocyclohexyl)oxy)-6-(cyclopropylmethoxy)phenyl)-1H-pyrazol-3-yl)amino)pyrazine-2-carbonitrile